C1(=CC=C(C=C1)N(C1=CC=2C(C3=CC=CC=C3C2C=C1)(C)C)C1=CC=C(C=C1)B1OC(C(O1)(C)C)(C)C)C1=CC=CC=C1 N-{[1,1'-biphenyl]-4-yl}-9,9-dimethyl-N-[4-(4,4,5,5-tetramethyl-1,3,2-dioxaborolan-2-yl)phenyl]-9H-fluoren-2-amine